C(CCC)OC(=O)N1[C@@H](CC1)[C@@H](C)O.C(C=1C(O)=CC=CC1)=NC1=CC=CC=C1 N-salicylideneaniline butyl-(S)-2-((R)-1-hydroxyethyl)azetidine-1-carboxylate